tert-Butyl 4-[2-chloro-4-[[1-methyl-5-[3-(trifluoromethyl)-1H-pyrazol-4-yl]imidazole-2-carbonyl]amino]phenyl]sulfonylpiperazine-1-carboxylate ClC1=C(C=CC(=C1)NC(=O)C=1N(C(=CN1)C=1C(=NNC1)C(F)(F)F)C)S(=O)(=O)N1CCN(CC1)C(=O)OC(C)(C)C